COC=1SC(=C(N1)C(NC1=C(C(=C(C(=C1F)F)C1=CC(=CC=C1)OC([2H])([2H])[2H])F)F)=O)C(=O)O 2-Methoxy-4-((2,3,5,6-tetrafluoro-3'-(methoxy-d3)-[1,1'-biphenyl]-4-yl)carbamoyl)thiazole-5-carboxylic acid